FC=1C(=NC(=NC1)NC1=CC=C(C=N1)N1CCN(CC1)CC1=CC=C(C=C1)N1C(NC(CC1)=O)=O)C=1C=C(C2=C(N(C(=N2)C)C(C)C)C1)F 1-(4-((4-(6-((5-fluoro-4-(4-fluoro-1-isopropyl-2-methyl-1H-benzo[d]imidazol-6-yl)pyrimidin-2-yl)amino)pyridin-3-yl)piperazin-1-yl)methyl)phenyl)dihydropyrimidine-2,4(1H,3H)-dione